N-(3-(4-amino-2-(ethoxymethyl)-1H-imidazo[4,5-c]quinolin-1-yloxy)propyl)methacrylamide NC1=NC=2C=CC=CC2C2=C1N=C(N2OCCCNC(C(=C)C)=O)COCC